1-mercapto-1,1-ethanediol SC(C)(O)O